N-(4-amino-3,4-dioxo-1-phenylbutan-2-yl)-1-methyl-3-(2-methyl-2H-indazol-7-yl)-1H-pyrazole-4-carboxamide NC(C(C(CC1=CC=CC=C1)NC(=O)C=1C(=NN(C1)C)C1=CC=CC2=CN(N=C12)C)=O)=O